1-ethyl-3-methylimidazole difluorosulfimide salt FS(=N)F.C(C)N1CN(C=C1)C